ClC1=C(C(=NC(=N1)C)N1CC=2C=C(C=NC2CC1)C=1C=NN(C1)C)C 6-(6-Chloro-2,5-dimethyl-pyrimidin-4-yl)-3-(1-methylpyrazol-4-yl)-7,8-dihydro-5H-1,6-naphthyridine